1-[1-(2-methoxy-3-trifluoromethyl-phenyl)-ethyl]-3-spiro[2.3]hex-5-yl-urea COC1=C(C=CC=C1C(F)(F)F)C(C)NC(=O)NC1CC2(CC2)C1